benzyl 2'-(2-ethoxypyridin-3-yl)-1-(6-methoxy-2-(trifluoromethyl)pyridin-3-yl)-6'H-spiro[piperidine-4,5'-[1,7]naphthyridine]-7'(8'H)-carboxylate C(C)OC1=NC=CC=C1C1=NC=2CN(CC3(C2C=C1)CCN(CC3)C=3C(=NC(=CC3)OC)C(F)(F)F)C(=O)OCC3=CC=CC=C3